(R)-1-(1-(3'-(3,3-difluoroazetidin-1-yl)-[1,1'-biphenyl]-4-yl)-2-hydroxyethyl)-3-(2-ethynyl-thiazol-4-yl)urea FC1(CN(C1)C=1C=C(C=CC1)C1=CC=C(C=C1)[C@H](CO)NC(=O)NC=1N=C(SC1)C#C)F